N-(5-chloro-6-(2H-1,2,3-triazol-2-yl)pyridin-3-yl)-1-(4-methylisoquinolin-8-yl)-5-(trifluoromethyl)-1H-pyrazole-4-carboxamide ClC=1C=C(C=NC1N1N=CC=N1)NC(=O)C=1C=NN(C1C(F)(F)F)C=1C=CC=C2C(=CN=CC12)C